FC=1C=C(C=C(C1CNCC=1C(NC(NC1)=O)=O)OC)C1=C(C(=CC=C1)C1=C(C(=CC=C1)NC1=NC=CC=2C1=NC=CN2)C)C 5-((((3-fluoro-5-methoxy-2',2''-dimethyl-3''-(pyrido[3,4-b]pyrazin-5-ylamino)-[1,1':3',1''-terphenyl]-4-yl)methyl)amino)methyl)pyrimidine-2,4(1H,3H)-dione